C(C)OC(=O)C1OC(CC1=O)(C)C 5,5-dimethyl-3-oxotetrahydrofuran-2-carboxylic acid ethyl ester